1-(3-(aminomethyl)phenyl)-N-(3-(phenylcarbamoyl)phenyl)-3-(trifluoromethyl)-1H-pyrazole-5-carboxamide NCC=1C=C(C=CC1)N1N=C(C=C1C(=O)NC1=CC(=CC=C1)C(NC1=CC=CC=C1)=O)C(F)(F)F